methyl (2S,3R)-2-azido-3-hydroxy-3-phenylpropanoate N(=[N+]=[N-])[C@H](C(=O)OC)[C@@H](C1=CC=CC=C1)O